methyl 4-(3'-((3-(ethylsulfonamido)pyrrolidin-2-yl)methyl)-[1,1'-biphenyl]-2-yl)butanoate hydrochloride Cl.C(C)S(=O)(=O)NC1C(NCC1)CC=1C=C(C=CC1)C1=C(C=CC=C1)CCCC(=O)OC